(S)-3-(Tert-butoxycarbonyl)-2,2-dimethyl-4-oxazolidincarboxylic acid methylester COC(=O)[C@H]1N(C(OC1)(C)C)C(=O)OC(C)(C)C